benzyl 4-[(3-formyl-1-bicyclo[1.1.1]pentanyl)methyl]piperazine-1-carboxylate C(=O)C12CC(C1)(C2)CN2CCN(CC2)C(=O)OCC2=CC=CC=C2